CC1=NC2=[C+]C=CC=C2C=C1 2-methyl-8-quinolylium